C(C=C)N1N(C2=NC(=CC=C2C1=O)NC1=NC=C(C(=N1)N[C@H](CO)C1=CC=CC=C1)C=1OC(=NN1)C1=NC=CC=C1)C(C)C (S)-2-allyl-6-((4-((2-hydroxy-1-phenylethyl)amino)-5-(5-(pyridin-2-yl)-1,3,4-oxadiazol-2-yl)pyrimidin-2-yl)amino)-1-isopropyl-1,2-dihydro-3H-pyrazolo[3,4-b]pyridin-3-one